N-lauroyl-L-glutamic acid dioctadecyl ester C(CCCCCCCCCCCCCCCCC)OC([C@@H](NC(CCCCCCCCCCC)=O)CCC(=O)OCCCCCCCCCCCCCCCCCC)=O